ClC1=CC=C(S1)C1=C(C=C(C=C1)C#N)NS(=O)(=O)C=1C=C(C(=O)O)C=CC1C1CC1 3-(N-(2-(5-chlorothiophen-2-yl)-5-cyanophenyl)sulfamoyl)-4-cyclopropylbenzoic Acid